2-(4-Hydroxytetrahydro-2H-pyran-4-yl)-N-((2-(2,2,2-trifluoroethoxy)pyridin-4-yl)methyl)acetamide OC1(CCOCC1)CC(=O)NCC1=CC(=NC=C1)OCC(F)(F)F